CC=1N=NNC1C1CCN(CC1)C(=O)OC(C)(C)C tert-Butyl 4-(4-methyl-1H-1,2,3-triazol-5-yl)piperidine-1-carboxylate